8-chloro-2-(3-iodophenyl)pyrido[3,4-d]pyrimidine ClC1=NC=CC2=C1N=C(N=C2)C2=CC(=CC=C2)I